CC(CCCCCCCCCC)CCCC(CCCC(CCCC(CCCCCCCCCCCCCCCC)C)C)C 11,15,19,23-Tetramethylnonatriacontane